C1CC12OC[C@@H](C2)OC2=NN=C(S2)NC(=O)C=2C=NC(=CC2C2=CC(=NC=C2OC(F)F)Cl)C (R)-N-(5-((4-oxaspiro(2.4)heptan-6-yl)oxy)-1,3,4-thiadiazol-2-yl)-2'-chloro-5'-(difluoromethoxy)-6-methyl-(4,4'-bipyridine)-3-carboxamide